(1R,4R)-2-diphenylmethyl-2,5-diazabicyclo[2.2.1]heptane C1(=CC=CC=C1)C(N1[C@H]2CN[C@@H](C1)C2)C2=CC=CC=C2